4,4,4-trifluoro-1-(6-methoxypyridin-3-yl)butane-1,3-dione FC(C(CC(=O)C=1C=NC(=CC1)OC)=O)(F)F